dioctadecyl-3,3'-thiodipropionate C(CCCCCCCCCCCCCCCCC)OC(CCSCCC(=O)OCCCCCCCCCCCCCCCCCC)=O